2-chloro-4-(4-chlorophenoxy) phenyl-ethylene oxide ClC1=C(C=CC(=C1)OC1=CC=C(C=C1)Cl)C1CO1